chlorogermanic acid Cl[Ge](=O)O